2-(3-bromobenzoylamino)-5-(5-nitrothiophen-2-yl)methyleneaminothiophene-3,4-dicarboxylic acid diethyl ester C(C)OC(=O)C1=C(SC(=C1C(=O)OCC)N=CC=1SC(=CC1)[N+](=O)[O-])NC(C1=CC(=CC=C1)Br)=O